(3aS,9aR)-6-((2,3-difluorophenyl)amino)-7-(3-fluoropyridin-4-yl)-1,2,3,3a,4,9a-hexahydro-5H-cyclopenta[e]pyrrolo[1,2-a]pyrazin-5-one FC1=C(C=CC=C1F)NC=1C(=CN2C1C(N[C@@H]1[C@H]2CCC1)=O)C1=C(C=NC=C1)F